C(C)O[Si](C(=CN(CC)CC)[SiH2]CNCCC[Si](OC)(OC)C)(OCC)OCC 1-triethoxysilyl-2-(diethylamino)(methyldimethoxysilylpropylamino)methylsilyl-ethylene